2-((4-(4-((4-chloro-2-fluorobenzofuran-7-yl)methoxy)-5-fluoropyrimidin-2-yl)cyclohex-3-en-1-yl)methyl)-1-(2-methoxyethyl)-1H-thiophene ClC1=CC=C(C2=C1C=C(O2)F)COC2=NC(=NC=C2F)C2=CCC(CC2)CC=2S(C=CC2)CCOC